N[C@@H](C(=O)OC)CNC(C1=CC(=CC(=C1)F)C1=NC=CN=C1CC)=O Methyl (R)-2-amino-3-(3-(3-ethylpyrazin-2-yl)-5-fluorobenzamido)propanoate